4-{3,4,8,9-tetrakis(mercaptomethylthio)-11-mercapto-2,5,7,10-tetrathiaundecyl}-5-mercaptomethylthio-1,3-dithiacyclopentane SCSC(SCC1SCSC1SCS)C(SCSC(C(SCS)SCS)SCS)SCS